IC1=CN=C2N1C=C(C(=C2)OC)C(=O)OC methyl 3-iodo-7-methoxy-imidazo[1,2-a]pyridine-6-carboxylate